NC=1N=C(SC1C(=O)C1=C(C=C(C=C1)OC)F)NC1=CC=C(C=C1)F [4-amino-2-(4-fluoroanilino)thiazol-5-yl]-(2-fluoro-4-methoxyphenyl)methanone